ClC=1C=CC(=NC1)NC(=O)N1C(CC(C1)(C1=CC=CC=C1)O)C(=O)N N1-(5-chloropyridin-2-yl)-4-hydroxy-4-phenylpyrrolidine-1,2-dicarboxamide